2,9-dimethylthiazolo[4',5':4,5]pyrrolo[1,2-d][1,2,4]triazin-8(7H)-one CC=1SC2=C(C(=C3N2C=NNC3=O)C)N1